ClC1=C(C=CC=C1)N1C=2N(C3=C(C1=O)C=NC(=N3)NC3=CC=C(C=C3)NCCC3N(CCC3)C)C=CN2 6-(2-chlorophenyl)-2-[(4-{[2-(1-methylpyrrolidin-2-yl)ethyl]amino}phenyl)amino]imidazo[1,2-a]pyrimido[5,4-e]pyrimidin-5(6H)-one